FC(C(=O)O)(F)F.FC(C(=O)O)(F)F.S1C(=CC2=C1CNC2)CNC([C@H](C)NC(=O)[C@@H]2NCC[C@@H](C2)C2=CC=CC=C2)=O (2R,4S)-N-((S)-1-(((5,6-dihydro-4H-thieno[2,3-c]pyrrol-2-yl)methyl)amino)-1-oxopropan-2-yl)-4-phenylpiperidine-2-carboxamide bis-trifluoroacetate